C(C)(C)(C)NC1=NC(=CC=C1C)OCC(F)(F)F N-(tert-butyl)-3-methyl-6-(2,2,2-trifluoroethoxy)pyridin-2-amine